2,2'-((4-((4-((2,6-dichloro-4-nitrophenyl)diazenyl)-2,5-dimethoxyphenyl)diazenyl)-3-methoxyphenyl)azanediyl)bis(ethan-1-ol) ClC1=C(C(=CC(=C1)[N+](=O)[O-])Cl)N=NC1=CC(=C(C=C1OC)N=NC1=C(C=C(C=C1)N(CCO)CCO)OC)OC